The molecule is an organic sodium salt that is the monosodium salt of menadione sulfonate. A synthetic naphthoquinone without the isoprenoid side chain and biological activity, but can be converted into active vitamin K2, menaquinone, after alkylation in vivo. It contains a menadione sulfonate. It derives from a menadione. CC1(CC(=O)C2=CC=CC=C2C1=O)S(=O)(=O)[O-].[Na+]